sulfonyl-1-methyl-pyrazole-3-carboxylic acid methyl ester COC(=O)C1=NN(CC1=S(=O)=O)C